(1r,3r,5s)-3-(7-chloro-1-methyl-2,3-diketo-2,3-dihydropyrido[2,3-b]pyrazin-4(1H)-yl)-8-azabicyclo[3.2.1]octane-8-carboxylic acid tert-butyl ester C(C)(C)(C)OC(=O)N1[C@H]2CC(C[C@@H]1CC2)N2C1=C(N(C(C2=O)=O)C)C=C(C=N1)Cl